isohendecyl alcohol C(CCCCCCCC(C)C)O